4-((4-(2-((6-chloro-3-methylpyridin-2-yl)oxy)ethoxy)pyridin-2-yl)ethynyl)-N1-methyl-2,7-naphthyridine-1,6-diamine ClC1=CC=C(C(=N1)OCCOC1=CC(=NC=C1)C#CC1=CN=C(C2=CN=C(C=C12)N)NC)C